1-methyl-pyridin-2(1H)-one-5-boronic acid pinacol ester CN1C(C=CC(=C1)B1OC(C)(C)C(C)(C)O1)=O